(S)-2-(((S)-3-(5-chloro-2-methylphenyl)-5-(piperidin-1-yl)pentyl)(methyl)-amino)-2-(4-fluoro-3-methyl-2-((1r,4S)-4-(trifluoromethoxy)cyclohexyl)phenyl)acetic acid ClC=1C=CC(=C(C1)[C@H](CCN([C@H](C(=O)O)C1=C(C(=C(C=C1)F)C)C1CCC(CC1)OC(F)(F)F)C)CCN1CCCCC1)C